2-(2-fluorophenyl)dec-1-en-3-yne FC1=C(C=CC=C1)C(=C)C#CCCCCCC